FC(C(=O)O)(F)F.COC1=C(C=CC=C1)NC1C2=C(C=3N(CC1)N=NC3C)C=CC(=C2)C=2CCNCC2 N-(2-methoxyphenyl)-1-methyl-9-(1,2,3,6-tetrahydropyridin-4-yl)-6,7-dihydro-5H-benzo[c][1,2,3]triazolo[1,5-a]azepin-7-amine 2,2,2-trifluoroacetate